cyclopenta[b]pyran O1C=2C(=CC=C1)C=CC2